C(C1=CC=CC=C1)[C@H](C(=O)N1[C@H](CCC1)C(=O)O)\C=C\[C@H](CC(C)C)NC(=O)OC(C)(C)C (R)-1-((2S,5S,E)-2-benzyl-5-((tert-butoxycarbonyl)amino)-7-methyloct-3-enoyl)pyrrolidine-2-carboxylic acid